5-[(2S,6R)-2-[[4-cyano-4-(4-piperazin-1-ylphenyl)-1-piperidyl]methyl]-6-methyl-morpholin-4-yl]quinoline-8-carbonitrile C(#N)C1(CCN(CC1)C[C@H]1CN(C[C@H](O1)C)C1=C2C=CC=NC2=C(C=C1)C#N)C1=CC=C(C=C1)N1CCNCC1